1-Allyl-2,2,5,5-tetraethyl-1-aza-2,5-disilacyclopentane C(C=C)N1[Si](CC[Si]1(CC)CC)(CC)CC